N-(2-pyridinyl)benzamide N1=C(C=CC=C1)NC(C1=CC=CC=C1)=O